1-[5-(5-chloro-2-methoxypyridin-4-yl)-1H-pyrazole-3-carbonyl]-N-(4-cyanocyclohexyl)piperidine-4-carboxamide ClC=1C(=CC(=NC1)OC)C1=CC(=NN1)C(=O)N1CCC(CC1)C(=O)NC1CCC(CC1)C#N